N-((1R,3S)-3-(7-(benzyloxy)-[1,2,4]triazolo[4,3-a]pyrimidin-3-yl)cyclohexyl)-4-(oxetan-3-yloxy)-5-(trifluoromethyl)pyrimidin-2-amine C(C1=CC=CC=C1)OC1=NC=2N(C=C1)C(=NN2)[C@@H]2C[C@@H](CCC2)NC2=NC=C(C(=N2)OC2COC2)C(F)(F)F